C(C)S(=O)(=O)NC1=CC(=C(OC=2C=C(OCCOCCOCC(=O)OC(C)(C)C)C=CC2)C=C1)C=1C2=C(C(N(C1)C)=O)N(C=C2)S(=O)(=O)C2=CC=C(C=C2)C tert-butyl 2-[2-[2-[3-[4-(ethylsulfonylamino)-2-[6-methyl-7-oxo-1-(p-tolylsulfonyl) pyrrolo[2,3-c]pyridin-4-yl]phenoxy]phenoxy]ethoxy]ethoxy]acetate